[(3aS,4R,6aR)-2,3,3a,4,5,6a-hexahydrofuro[2,3-b]furan-4-yl] 4-[3-[2-(cyclopropoxy)phenyl]pyrazolo[1,5-a]pyrimidin-5-yl]piperazine-1-carboxylate C1(CC1)OC1=C(C=CC=C1)C=1C=NN2C1N=C(C=C2)N2CCN(CC2)C(=O)O[C@@H]2[C@H]1[C@@H](OC2)OCC1